BrN1N=C(C=C1C)C bromo-3,5-dimethyl-1H-pyrazol